(R)-3-((tert-butoxycarbonyl) amino)-3-(1-hydroxycyclopropyl)-propyl methanesulfonate CS(=O)(=O)OCC[C@H](C1(CC1)O)NC(=O)OC(C)(C)C